[I-].COC=1C=C2C(=CNC2=CC1)CC[NH2+]C(C)C [2-(5-methoxy-1H-indol-3-yl)ethyl](propan-2-yl)azanium iodide